C(C)(C)(C)OC(CC1=C(C(=C(C=C1C1=CC(=NC=C1)F)F)F)C(C)C)=O 2-(3,4-difluoro-6-(2-fluoropyridin-4-yl)-2-isopropyl-phenyl)acetic acid tert-butyl ester